C(C)(C)(C)C1=NC(=CC=C1)C(C)(C)C 2,6-di-tert-butyl-pyridine